NC1=CC=C2C(=N1)CN(C2=O)CCC 2-amino-6-propyl-7H-pyrrolo[3,4-b]pyridin-5-one